tridecylate C(CCCCCCCCCCCC)(=O)[O-]